5,6-dichloropyrazine-2,3-dicarbonitrile ClC=1N=C(C(=NC1Cl)C#N)C#N